o-fluorophenyl-oxazoline FC1=C(C=CC=C1)C=1OCCN1